C(CCCCCCCC)C(CCCC/C=C/CCO)CCCCCCCCC (3E)-9,9-dinonyl-3-nonen-1-ol